N-allyl-N-[[4-[5-(trifluoromethyl)-1,2,4-oxadiazol-3-yl]phenyl]methyl]-propionamide C(C=C)N(C(CC)=O)CC1=CC=C(C=C1)C1=NOC(=N1)C(F)(F)F